FC1=C(CNC2=NC(N3C(N4C(COCC4)C3)=C2)=O)C=C(C(=C1)F)F 7-((2,4,5-trifluorobenzyl)amino)-3,4,11,11a-tetrahydropyrimido[6',1':2,3]imidazo[5,1-c][1,4]oxazin-9(1H)-one